(5-(2-methyloxazol-4-yl)-4,5-dihydro-1H-pyrazol-1-yl)methanone CC=1OC=C(N1)C1CC=NN1C=O